N-(2-OXOINDOLIN-5-YL)-3-(PYRIMIDIN-2-YLETHYNYL)BENZAMIDE O=C1NC2=CC=C(C=C2C1)NC(C1=CC(=CC=C1)C#CC1=NC=CC=N1)=O